ClC(=S)S.COC(C(C)NC=1C2=C(N=C(N1)C1=CC=NC=C1)C=NC=C2)=O.C(CC)(=O)O propanoic acid Methyl-2-{[2-(pyridin-4-yl)pyrido[3,4-d]pyrimidin-4-yl]amino}propanoate chloro-dithio-formate